(-)-1-[(3S*,4R*,Z)-4-(2,6-difluoro-4-methoxyphenyl)-2-(methoxyimino)pyrrolidin-3-yl]-3-(p-tolyl)urea FC1=C(C(=CC(=C1)OC)F)[C@H]1[C@@H](/C(/NC1)=N/OC)NC(=O)NC1=CC=C(C=C1)C |o1:10,11|